C(N)(O[C@H]1C(N(C[C@@H](C1)F)C(=O)C=1C=CC=2N(C1)N=C(C2C)C2=CC=1C(=NC(=CC1)Cl)N2CC2CC2)C(C)(C)C)=O Tert-butyl-((3R,5R)-1-(2-(6-chloro-1-(cyclopropylmethyl)-1H-pyrrolo[2,3-b]pyridin-2-yl)-3-methylpyrazolo[1,5-a]pyridine-6-carbonyl)-5-fluoropiperidin-3-yl) carbamate